C12CN(CC2C1)CC=1NC2=CC(=CC=C2C1)CNC(=O)C=1N=C2N(C(C1)=O)C=CC=C2 N-[[2-(3-azabicyclo[3.1.0]hex-3-ylmethyl)-1H-indol-6-yl]methyl]-4-oxo-pyrido[1,2-a]pyrimidine-2-carboxamide